ClC1=C(C(=O)NC2=C3C=NN(C3=CC=C2)C2=CC(=C(C=C2)C)C(F)(F)F)C(=CC=C1CNC(C(C)(C)C)=O)Cl 2,6-dichloro-3-{[(2,2-dimethylpropanoyl)amino]methyl}-N-{1-[4-methyl-3-(trifluoromethyl)phenyl]-1H-indazole-4-yl}benzamide